{2-[6,7-Dihydro-5H-cyclopenta[b]pyridin-7-ylamino]-1,3-thiazol-5-yl}[(3R)-3-methyl[1,4'-bipiperidine]-1'-yl]methanone N1=C2C(=CC=C1)CCC2NC=2SC(=CN2)C(=O)N2CCC(CC2)N2C[C@@H](CCC2)C